4,6-di-tert-butylphenol C(C)(C)(C)C1=CC=C(C(=C1)C(C)(C)C)O